C(C1=CC=CC=C1)OC(NC(CNC1=C(C(=NC2=CC(=CC=C12)Br)Cl)NC(COCC)=O)(C)C)=O (1-((7-bromo-2-chloro-3-(2-ethoxyacetamido)quinolin-4-yl)amino)-2-methylpropan-2-yl)carbamic acid benzyl ester